2-butyl-N,N-bis[(2,4-dimethoxyphenyl)methyl]-4-isopropoxy-3-[(2,2,5-trimethyl-1,3-dioxan-5-yl)methyl]imidazo[4,5-d]pyridazin-7-amine C(CCC)C=1N(C=2C(=C(N=NC2OC(C)C)N(CC2=C(C=C(C=C2)OC)OC)CC2=C(C=C(C=C2)OC)OC)N1)CC1(COC(OC1)(C)C)C